N-(5-(4-((tert-butyldimethylsilyl)oxy)cyclohex-1-en-1-yl)thiazolo[5,4-b]pyridin-2-yl)-7-(2-chloro-5-methoxypyridin-4-yl)-3-methylimidazolo[1,5-a]pyridin-6-carboxamide [Si](C)(C)(C(C)(C)C)OC1CC=C(CC1)C1=CC=C2C(=N1)SC(=N2)NC(=O)C=2C(=CC=1N(C2)C(=NC1)C)C1=CC(=NC=C1OC)Cl